C1=C(C=CC2=CC=CC=C12)C1C2(COC2)CC1(C1=CC=CC=C1)C1=CC=CC=C1 5-(Naphthalen-2-yl)-6,6-diphenyl-2-oxaspiro[3.3]heptane